(S)-pivalic acid C(C(C)(C)C)(=O)O